[6-[(5-chloro-3-fluoro-2-pyridyl)methyl]-2-azaspiro[3.3]heptan-2-yl]-(6,6-dioxo-6lambda6-thia-2,5-diazaspiro[3.5]nonan-2-yl)methanone ClC=1C=C(C(=NC1)CC1CC2(CN(C2)C(=O)N2CC3(C2)NS(CCC3)(=O)=O)C1)F